CC1(CN(C=2C1=NC(=CC2)N2C=NC(=C2)C)C2=NC(=NC=C2)NC=2C=C(C(=CC2OC)N(C)CCN(C)C)N)C N4-(4-(3,3-dimethyl-5-(4-methyl-1H-imidazole-1-yl)-2,3-dihydro-1H-pyrrolo[3,2-b]pyridin-1-yl)pyrimidin-2-yl)-N1-(2-(dimethylamino)ethyl)-5-methoxy-N1-methylbenzene-1,2,4-triamine